C(C1=CC=CC=C1)N1C[C@H](N(C[C@@H]1CN1C[C@@H](OC[C@H]1C)C)C(=O)OC(C)(C)C)C tert-butyl (2R,5S)-4-benzyl-5-(((2s,5R)-2,5-dimethylmorpholino)methyl)-2-methylpiperazine-1-carboxylate